6-chloro-8-(spiro[2.3]hexan-1-yl)imidazo[1,2-b]pyridazine ClC=1C=C(C=2N(N1)C=CN2)C2CC21CCC1